4-[4-[2-[4-[[8-[3-(cyanomethyl)-3-(4-ethylpyrazol-1-yl)azetidin-1-yl]-[1,2,4]triazolo[1,5-a]pyridin-2-yl]amino]pyrazol-1-yl]acetyl]piperazin-1-yl]butanenitrile C(#N)CC1(CN(C1)C=1C=2N(C=CC1)N=C(N2)NC=2C=NN(C2)CC(=O)N2CCN(CC2)CCCC#N)N2N=CC(=C2)CC